The molecule is the zwitterion resulting from the transfer of a proton from the carboxy group to the alpha-amino group of (S)-2-ureidoglycine. It is a tautomer of a (S)-2-ureidoglycine. [C@H](C(=O)[O-])([NH3+])NC(=O)N